2-[(Diphenylmethylene)amino]-3-methyl-4-(3,3,4,4-tetramethyl-2-oxa-3-silapentan-1-yl)pyridine C1(=CC=CC=C1)C(C1=CC=CC=C1)=NC1=NC=CC(=C1C)CO[Si](C(C)(C)C)(C)C